(2R,4R)-4-((tert-butyldimethylsilyl)oxy)-2-(2-isopropylphenyl)pyrrolidine [Si](C)(C)(C(C)(C)C)O[C@@H]1C[C@@H](NC1)C1=C(C=CC=C1)C(C)C